(2R,3S,4R,5R)-5-cyano-2-((2-cycloheptylacetoxy)methyl)-4-hydroxy-5-(4-pentanamidopyrrolo[2,1-f][1,2,4]triazin-7-yl)tetrahydrofuran-3-yl (S)-2-amino-3,3-dimethylbutanoate N[C@H](C(=O)O[C@@H]1[C@H](O[C@]([C@@H]1O)(C1=CC=C2C(=NC=NN21)NC(CCCC)=O)C#N)COC(CC2CCCCCC2)=O)C(C)(C)C